IC=1C=C2C(=NC=NC2=C(C1)C(F)(F)F)N[C@@H](C)C1=NC=NN1C1=CC=CC=N1 6-[5-[(1S)-1-[[6-iodo-8-(trifluoromethyl)quinazolin-4-yl]amino]ethyl]-1,2,4-triazol-1-yl]pyridine